3-chloro-4-methyl-1H-1,2,4-triazol-5(4H)-one ClC1=NNC(N1C)=O